BrC1=C2C(=NN(C2=CC=C1)CC(=O)OCC)C(C)C ethyl 2-(4-bromo-3-isopropylindazol-1-yl)acetate